[P].BrC1=CC(=C(C=C1OC)C(N)=S)I 4-BROMO-2-IODO-5-METHOXY-BENZENECARBOTHIOAMIDE Phosphorus